Isononyl(2-propylheptyl)cyclohexan C(CCCCCC(C)C)C1(CCCCC1)CC(CCCCC)CCC